C(#N)C1=CC(=C(COC2=CC=CC(=N2)N2C(CN(CC2)[C@@H](C)C2=NC3=C(N2C[C@H]2OCC2)C=C(C=C3)C(=O)[O-])=O)C=C1)F 2-((S)-1-(4-(6-((4-cyano-2-fluorobenzyl)oxy)pyridin-2-yl)-3-oxopiperazine-1-yl)ethyl)-1-(((S)-oxetan-2-yl)methyl)-1H-benzo[d]imidazole-6-carboxylate